NC=1N=C(C2=C(N1)C=CN(C2)CC2=C(C=C(C=C2)CO)OC)NCCCC 2-amino-4-(butylamino)-6-(4-(hydroxymethyl)-2-methoxybenzyl)pyrido[4,3-d]pyrimidine